methyl 4-[(4-methylbenzenesulfonyl)oxy]-1-(1-methylcyclopropyl)-6-oxo-1,6-dihydropyridine-3-carboxylate CC1=CC=C(C=C1)S(=O)(=O)OC=1C(=CN(C(C1)=O)C1(CC1)C)C(=O)OC